ClC1=C(C=C(C(=C1)F)N=C=O)C#CC1CC1 1-chloro-2-(cyclopropylethynyl)-5-fluoro-4-isocyanatobenzene